C=1N=CN2C1C1=CC=CC=C1[C@H]2[C@@H]2[C@H](C1(C2)CCC1)O (1R,2R)-2-((R)-5H-imidazo[5,1-a]isoindol-5-yl)spiro[3.3]heptan-1-ol